4,N4-dimethylpyrimidine-2,4-diamine CC1(NC(=NC=C1)N)NC